7-(2-methylprop-1-en-1-yl)-1-(4-nitrophenylethyl)-1,2,3,4-tetrahydroquinoline CC(=CC1=CC=C2CCCN(C2=C1)CCC1=CC=C(C=C1)[N+](=O)[O-])C